COC=1C=C2C(C(=CN(C2=CC1)CC(=O)NC1=CC(=CC=C1)OC)C(C1=CC=C(C=C1)OC)=O)=O 2-[6-methoxy-3-(4-methoxybenzoyl)-4-oxo-1,4-dihydroquinolin-1-yl]-N-(3-methoxyphenyl)acetamide